CC/C=C\\C[C@H](/C=C/C=C\\C/C=C\\C/C=C\\C=C\\[C@H](CCC(=O)O)OO)O The molecule is a hydroperoxy fatty acid that is (5E,7Z,10Z,13Z,15E,19Z)-docosa-5,7,10,13,15,19-hexaenoic acid carrying a hydroperoxy group at the 4S-position and a hydroxy group at the 17R-position. It has a role as a metabolite. It is a hydroperoxy fatty acid and a hydroxydocosahexaenoic acid.